C(C1=CC=CC=C1)OCC[C@H]1CC(C(N1S(=O)(=O)C1=CC=C(C)C=C1)=O)(CC)CC |r| (rac)-5-(2-(benzyloxy)ethyl)-3,3-diethyl-1-tosylpyrrolidin-2-one